CC(=C(C)C)O[SiH3] trimethylvinyloxysilane